5-amino-8-cyclopropyl-4-(3-hydroxy-2,6-dimethylphenyl)-2-methyl-7,8-dihydro-1,3,4,7,8,9-hexaazabenzo[cd]cyclopenta[f]azulen-6(4H)-one NC=1N(C=2C3=C(C4=C(NC(C13)=O)N(N=C4)C4CC4)N=C(N2)C)C2=C(C(=CC=C2C)O)C